C1(=CC=CC=C1)C(=C)C1OC1 2-(1-phenylvinyl)oxirane